ClC1=CC(=C(OCC2=CC=CC(=N2)OC2CCN(CC2)CC2=NC3=C(N2CC2=CC=NO2)C=C(C=C3)C(=O)O)C=C1)F 2-{[4-({6-[(4-chloro-2-fluorophenoxy)methyl]pyridin-2-yl}oxy)piperidin-1-yl]methyl}-1-[(1,2-oxazol-5-yl)methyl]-1H-1,3-benzodiazole-6-carboxylic acid